5-methyltetrahydrofolate (5-Methyl tetrahydrofolate) CN1C=2C(NC(=NC2NCC1CNC1=CC=C(C(N[C@@H](CCC(=O)O)C(=O)O)=O)C=C1)N)=O.CN1C=2C(NC(=NC2NCC1CNC1=CC=C(C(N[C@@H](CCC(=O)O)C(=O)O)=O)C=C1)N)=O